tri(trifluoromethyl-sulfonyl)methyl-lithium FC(S(=O)(=O)C(S(=O)(=O)C(F)(F)F)(S(=O)(=O)C(F)(F)F)[Li])(F)F